Cl.CC1(CCNCC1)OC1=NC=CC=C1 2-[(4-methylpiperidin-4-yl)oxy]pyridine monohydrochloride